(S)-2-(3-chloro-6-(trifluoromethyl)benzo[b]thiophene-2-carboxamido)-3-phenylpropanoic acid ClC=1C2=C(SC1C(=O)N[C@H](C(=O)O)CC1=CC=CC=C1)C=C(C=C2)C(F)(F)F